N1N=NC2=NC(=CC=C21)C=2C=C(C(=O)[O-])C=C(C2)[N+](=O)[O-].[Li+] lithium 3-(1H-[1,2,3]triazolo[4,5-b]pyridin-5-yl)-5-nitrobenzoate